ethyl (R)-5-((1-(5-fluoro-2-hydroxyphenyl)ethyl) amino)pyrazolo[1,5-a]pyrimidine-3-carboxylate FC=1C=CC(=C(C1)[C@@H](C)NC1=NC=2N(C=C1)N=CC2C(=O)OCC)O